(R)-4-methyl-6-(5-(2-(4-methyl-1-oxo-1,3-dihydroisobenzofuran-5-yl)morpholine-4-carbonyl)thiazol-2-yl)nicotinonitrile CC1=CC(=NC=C1C#N)C=1SC(=CN1)C(=O)N1C[C@H](OCC1)C=1C(=C2COC(C2=CC1)=O)C